C(=O)C=1C=CC(N(C1)C(C(=O)OCC)CC(C)C)=O ethyl 2-(5-formyl-2-oxopyridin-1(2H)-yl)-4-methylpentanoate